platinum-zinc nitrogen [N].[Zn].[Pt]